tert-Butyl N-[2-[[4-[1-(benzenesulfonyl)-2-methyl-pyrrolo[2,3-b]pyridin-4-yl]thiazol-2-yl]amino]-2-oxo-1-[1-(trifluoromethyl)cyclopropyl]ethyl]carbamate C1(=CC=CC=C1)S(=O)(=O)N1C(=CC=2C1=NC=CC2C=2N=C(SC2)NC(C(C2(CC2)C(F)(F)F)NC(OC(C)(C)C)=O)=O)C